ethyl 6-cyclopropyl-1-methyl-8-(3-nitrophenyl)-2,4,5-trioxo-3H-pyrido[2,3-d]pyridazine-3-carboxylate C1(CC1)N1N=C(C2=C(C1=O)C(C(C(N2C)=O)C(=O)OCC)=O)C2=CC(=CC=C2)[N+](=O)[O-]